CC=1N=C(SC1)NC(C1=CC(=CC=C1)NS(=O)(=O)C1=CC=CC=C1)=O N-(4-methylthiazol-2-yl)-3-(phenylsulfonamido)benzamide